3-(5-chloro-2H-benzotriazol-2-yl)-5-(1,1-dimethylethyl)-4-hydroxybenzenepropanoic acid, methyl ester ClC1=CC=2C(=NN(N2)C=2C=C(C=C(C2O)C(C)(C)C)CCC(=O)OC)C=C1